1,7-dimethyl-4-(piperidin-4-yl)-1,4-dihydropyrido[2,3-b]Pyrazine-2,3-dione CN1C2=C(N(C(C1=O)=O)C1CCNCC1)N=CC(=C2)C